trans-4-(3,4-difluorophenyl)-4'-vinylbicyclohexane FC=1C=C(C=CC1F)C1CCC(CC1)C1CCC(CC1)C=C